[Cl-].C(=O)(C(=C)C)OCC[N+](C)(C)C methacroyl-oxyethyltrimethylammonium chloride